FC(OC=1C=C(C=CC1)C1=CC=C(C=C1)CN1C=CC2=C(C=CC(=C12)C(=O)NC1CC2(CCC2)C1)F)F (Sa)-6-(1-((3'-(Difluoromethoxy)-[1,1'-biphenyl]-4-yl)methyl)-4-fluoro-1H-indol-7-carboxamido)spiro[3.3]heptan